BrC1=CC=C(C2=C1OCO2)N 7-bromobenzo[d][1,3]dioxolan-4-amine